BrC1=NC(=CC=2OCCN(C21)C)SC 5-bromo-4-methyl-7-(methylthio)-3,4-dihydro-2H-pyrido[4,3-b][1,4]oxazine